C1(CC1)C1(CCCC1)N cyclopropylcyclopentan-1-amine